ClC=1C(=NC(=NC1)NC=1C=CC=C2CN(C(C12)=O)C)NC1=C(C=CC=C1)P(=O)(OC)OC 7-[[5-Chloro-4-(2-dimethylphosphonoanilino)pyrimidin-2-yl]amino]-2-methyl-isoindol-1-one